C1(CCCCC1)NC1CCCCC1.N1CC(CC1)C(=O)O pyrrolidine-3-carboxylic acid dicyclohexylamine salt